CC=1C(=NC=CC1OCC(F)(F)F)CS(=O)C1=NC2=C(N1)C=CC=C2 2-({[3-methyl-4-(2,2,2-trifluoroethoxy)-2-pyridinyl]methyl}sulfinyl)-1H-benzimidazole